ClC1=NC(=CC(=C1)CO)N1[C@@H](COCC1)C {2-chloro-6-[(3R)-3-methylmorpholin-4-yl]pyridin-4-yl}methanol